tert-butyl 4-(7-(8-methoxy-[1,2,4]triazolo[1,5-a]pyridin-6-yl)-5,6-dimethyl-9H-carbazol-3-yl)piperidine-1-carboxylate COC=1C=2N(C=C(C1)C1=C(C(=C3C=4C=C(C=CC4NC3=C1)C1CCN(CC1)C(=O)OC(C)(C)C)C)C)N=CN2